Methyl 5-(4,4,5,5-tetramethyl-1,3,2-dioxaborolan-2-yl)picolinate CC1(OB(OC1(C)C)C=1C=CC(=NC1)C(=O)OC)C